N-(3,5-difluorobenzyl)-1-(4-(dimethylphosphoryl)phenyl)-2-oxopyrrolidine-3-carboxamide FC=1C=C(CNC(=O)C2C(N(CC2)C2=CC=C(C=C2)P(=O)(C)C)=O)C=C(C1)F